OC(CN1C=NC2=C(C1=O)C=C(N=C2C=2C=NN(C2)C)C2=CN=C(S2)C(F)(F)F)(C)C 3-(2-hydroxy-2-methylpropyl)-8-(1-methyl-1H-pyrazol-4-yl)-6-(2-(trifluoromethyl)thiazol-5-yl)pyrido[3,4-d]pyrimidin-4(3H)-one